C1(CC1)NC(=O)C1=C(N(C(C(=C1OC1=C(C(=CC=C1)NS(=O)C)F)C)=O)C)NC1=C(C=C(C=C1)I)F N-cyclopropyl-4-{2-fluoro-3-[(methylsulfinyl)amino]phenoxy}-2-[(2-fluoro-4-iodophenyl)amino]-1,5-dimethyl-6-oxopyridine-3-carboxamide